3,5-dichloro-2-iodopyridine ClC=1C(=NC=C(C1)Cl)I